[(6-[[5-chloro-2-(dimethylamino)pyrimidin-4-yl]amino]-1-(2-[[2-(2,6-dioxopiperidin-3-yl)-1,3-dioxoisoindol-5-yl]oxy]ethyl)-2-oxoquinolin-3-yl)oxy]-N-methylacetamide ClC=1C(=NC(=NC1)N(C)C)NC=1C=C2C=C(C(N(C2=CC1)CCOC=1C=C2C(N(C(C2=CC1)=O)C1C(NC(CC1)=O)=O)=O)=O)OCC(=O)NC